(S)-3-((3,5-dimethylbenzyl)amino)-N-((2-methylpyridin-3-yl)-methyl)-4-oxo-4,6,7,8-tetrahydropyrrolo[1,2-a]pyrimidine-6-carboxamide CC=1C=C(CNC2=CN=C3N(C2=O)[C@@H](CC3)C(=O)NCC=3C(=NC=CC3)C)C=C(C1)C